4-methoxytetrahydrofuran-2-yl acetate C(C)(=O)OC1OCC(C1)OC